6-t-butylanthraquinone C(C)(C)(C)C=1C=C2C(C=3C=CC=CC3C(C2=CC1)=O)=O